The molecule is a monocarboxylic acid anion that is the conjugate base of pentalenolactone D, obtained by deprotonation of the carboxy group; major species at pH 7.3. It is a conjugate base of a pentalenolactone D. C[C@@H]1C(=O)OC[C@@H]2[C@]13CC(C[C@H]3C=C2C(=O)[O-])(C)C